7-(3-bromophenoxy)-5-(4-(methyl-d3)-5-(4-(methyl-d3)phenyl)pyridin-2-yl)-12,12-diphenyl-5,12-dihydrobenzo[4,5]silolo[3,2-c]carbazole BrC=1C=C(OC2=CC=3N(C4=CC=CC=C4C3C3=C2C2=C([Si]3(C3=CC=CC=C3)C3=CC=CC=C3)C=CC=C2)C2=NC=C(C(=C2)C([2H])([2H])[2H])C2=CC=C(C=C2)C([2H])([2H])[2H])C=CC1